Cyclopropylazepine C1(CC1)C=1NC=CC=CC1